C(C)(SC[C@H](CNC(=O)OC(C)(C)C)O[Si](C)(C)C(C)(C)C)=O (S)-S-(3-((tert-butoxycarbonyl)amino)-2-((tert-butyldimethylsilyl)oxy)propyl) ethanethioate